5-({4-[(1S)-1-(3-chlorophenyl)ethyl]-2-thienyl}carbonyl)pyrimidin ClC=1C=C(C=CC1)[C@H](C)C=1C=C(SC1)C(=O)C=1C=NC=NC1